3-[3-[N-[4-[(dimethylamino)methyl]phenyl]-C-phenylcarbonimidoyl]-2-hydroxy-1H-indol-6-yl]-N-ethylprop-2-ynamide CN(C)CC1=CC=C(C=C1)N=C(C1=CC=CC=C1)C1=C(NC2=CC(=CC=C12)C#CC(=O)NCC)O